FC1=C(C=CC=C1)C1COC2=CC=CC=C2C1 3-(2-fluorophenyl)chroman